phosphoric acid butyl-(methyl)acrylate C(CCC)C=C(C(=O)O)C.P(O)(O)(O)=O